C(C)(C)(C)OC(=O)NC(C(=O)O)C1CCC(CC1)(F)F 2-((tert-butoxycarbonyl)amino)-2-(4,4-difluorocyclohexyl)acetic acid